FC=1C(=C(C=NC1)[C@H]1N(C[C@@H](C1)O)C(=O)OC(C)(C)C)O tert-butyl (2S,4R)-2-(5-fluoro-4-hydroxypyridin-3-yl)-4-hydroxypyrrolidine-1-carboxylate